C(N)(=N)C1=C2C=C(NC2=CC(=C1)C(N)=N)C1=CC=CC=C1 4,6-diamidino-2-pHenylindole